O=C1NC(CCC1N1C(C2=CC=C(C=C2C1)C1=NC(=CC2=CC=CC=C12)C#N)=O)=O 1-[2-(2,6-dioxopiperidin-3-yl)-1-oxo-2,3-dihydro-1H-isoindol-5-yl]isoquinoline-3-carbonitrile